C1(CC1)C=1C(C(C=CC1)(OC1=C2C(=NC=C1)N(C(=C2)OCC[Si](C)(C)C)C)NC([O-])=O)F (3-cyclopropyl-1-((2-(trimethylsilyl) ethoxy (methyl)-1H-pyrrolo[2,3-b]pyridin-4-yl)oxy)-2-fluorophenyl)carbamate